4-((1S,4S)-4-aminocyclohexyl)-N2-(3-fluoro-5-(morpholinomethyl)phenyl)-5-(trifluoromethyl)pyrimidine-2,4-diamine NC1CCC(CC1)C1(NC(=NC=C1C(F)(F)F)NC1=CC(=CC(=C1)CN1CCOCC1)F)N